C(#N)C1=CC=C(C=C1)S(=O)(=O)N(CCC1=NC=CC=C1)C1=CC=CC=C1 4-Cyano-N-phenyl-N-[2-(pyridin-2-yl)ethyl]benzenesulfonamide